3,5-dichloro-N-(6-(3,3-dimethyl-2-oxobutyl)-6-azaspiro[2.5]oct-1-yl)benzamide ClC=1C=C(C(=O)NC2CC23CCN(CC3)CC(C(C)(C)C)=O)C=C(C1)Cl